ClC=1N=CN(C1)CC1=CC(C(=C(N1CC)C1=CC(=C(C=C1)Cl)Cl)C(=O)O)=O 6-[(4-chloroimidazol-1-yl)methyl]-2-(3,4-dichlorophenyl)-1-ethyl-4-oxo-pyridine-3-carboxylic acid